ClC1=C(CCBr)C=CC=C1 2-chlorophenethyl bromide